S(N)(=O)(=O)C1=CC=C(C=C1)[C@@H]1[C@H](C1)C(=O)O (1S,2S)-2-(4-sulfamoylphenyl)cyclopropanecarboxylic acid